C(=CC1=CC=CC=C1)C1C(C(=O)OC1=O)=C Styrene-Itaconic acid anhydride